NC=1C(=NN(C1N)CC)CC 4,5-diamino-1-ethyl-3-ethylpyrazole